FC1=CC=C(C=C1)S(=O)(=O)N[C@H](C(=O)NC1=C(SC(=C1)S(=O)(=O)N1CCSCC1)C)C1=CC=CC=C1 (2S)-2-(4-Fluorobenzenesulfonamido)-N-[2-methyl-5-(thiomorpholine-4-sulfonyl)thiophen-3-yl]-2-phenylacetamide